[N+](=O)([O-])C1=CC=C(CN(C(=N)NCC2=CC=C(C=C2)[N+](=O)[O-])CC2CCC(CC2)=O)C=C1 1,3-bis(4-nitrobenzyl)-1-((4-oxocyclohexyl)methyl)guanidine